tert-butyl 5-[6-fluoro-5-[[4-methyl-6-(methylamino) pyrimidin-2-yl] amino]-2,3-dihydrobenzofuran-7-yl]-2,3,4,7-tetrahydroazepine-1-carboxylate FC1=C(C2=C(CCO2)C=C1NC1=NC(=CC(=N1)C)NC)C=1CCCN(CC1)C(=O)OC(C)(C)C